C1=2C=C(C=CC2CC1)C(C)=O 1-(Bicyclo[4.2.0]oct-1(6),2,4-trien-3-yl)ethan-1-one